7-amino-1-{[2-(trimethylsilyl)ethoxy]methoxy}heptan-3-one methyl-(2S,5R)-5-(2-(benzyloxy)-2-oxoethyl)pyrrolidine-2-carboxylate hydrochloride Cl.COC(=O)[C@H]1N[C@H](CC1)CC(=O)OCC1=CC=CC=C1.NCCCCC(CCOCOCC[Si](C)(C)C)=O